2R-menthyl-carboxylate [C@@H]1(C(CC(CC1)C(C)C)C(=O)[O-])C